4-(4-aminophenyl)-5-(3-fluoro-4-((4-methylpyrimidin-2-yl)oxy)phenyl)-N-(1-methyl-1H-Pyrazol-4-yl)pyrimidin-2-amine NC1=CC=C(C=C1)C1=NC(=NC=C1C1=CC(=C(C=C1)OC1=NC=CC(=N1)C)F)NC=1C=NN(C1)C